4,5,6,7-tetrahydro-2H-pyrazolo[4,3-c]Pyridine-3-carboxylic acid lithium salt [Li+].N=1NC(=C2CNCCC21)C(=O)[O-]